NC(C)C=1C=C(C=C2C(N(C(=NC12)N1CCOCCC1)CC)=O)C 8-(1-aminoethyl)-3-ethyl-6-methyl-2-(1,4-oxazepan-4-yl)quinazolin-4-one